(5RS,7RS)-2-[(6-Chloropyridin-3-yl)methyl]-5-{[(3R,4S)-3,4-difluoropyrrolidin-1-yl]carbonyl}-7-(trifluoromethyl)-5,6,7,8-tetrahydro[1,2,4]triazolo[4,3-a]pyridin-3(2H)-one ClC1=CC=C(C=N1)CN1N=C2N([C@H](C[C@H](C2)C(F)(F)F)C(=O)N2C[C@H]([C@H](C2)F)F)C1=O |&1:12,14|